1-(3-(chloromethyl)phenyl)-4-(((2-methylbiphenyl-3-yl)methoxy)methyl)-1H-1,2,3-triazole ClCC=1C=C(C=CC1)N1N=NC(=C1)COCC=1C(=C(C=CC1)C1=CC=CC=C1)C